C(C)(C)C(CC(C)=O)=O 1-isopropyl-1,3-butanedione